(R)-8-(5-((1R,2R)-2-Methylcyclohexyl)thiazol-2-yl)-9-oxooctahydro-2H-pyrazino[1,2-a]pyrazin C[C@H]1[C@@H](CCCC1)C1=CN=C(S1)N1C([C@@H]2N(CCNC2)CC1)=O